[4-(3,6-dimethyl-9H-carbazole-9-yl)butyl]phosphonic acid CC=1C=CC=2N(C3=CC=C(C=C3C2C1)C)CCCCP(O)(O)=O